N-[(1S)-1-[[(1S)-1-[5-(2,4-difluorophenyl)-1H-imidazol-2-yl]ethyl]carbamoyl]-3-[(2S)-2-ethyl-1-piperidyl]-3-oxo-propyl]-4-methyl-pentanamide FC1=C(C=CC(=C1)F)C1=CN=C(N1)[C@H](C)NC(=O)[C@H](CC(=O)N1[C@H](CCCC1)CC)NC(CCC(C)C)=O